(1R,2S,3S,5S)-2-fluoro-3-(methyl-(3-(methylthio)-1,2,4-triazin-6-yl)amino)-8-azabicyclo[3.2.1]Octane-8-carboxylic acid tert-butyl ester C(C)(C)(C)OC(=O)N1[C@H]2[C@H]([C@H](C[C@@H]1CC2)N(C2=CN=C(N=N2)SC)C)F